O[C@@H]1[C@H](C[C@@H]2N(C([C@H](C1)NC(OC(C)(C)C)=O)=O)[C@@H](CC2)C(=O)N2C[C@@H](CC2)C2=CC=CC=C2)C |o1:25| tert-butyl ((3S,6S,8S,9S,10aR)-8-hydroxy-9-methyl-5-oxo-3-((S)- or (R)-3-phenylpyrrolidine-1-carbonyl)decahydropyrrolo[1,2-a]azocin-6-yl)carbamate